C(C=C)(=O)N1[C@@H]2CN([C@@H]2CC1)C1=C(C(=NC2=CC(=C(C=C12)Cl)C1=CC=CC=2CCCCC12)OCC12CCCN2CCC1)CC#N 4-((1R,5R)-2-acryloyl-2,6-diazabicyclo[3.2.0]hept-6-yl)-6-chloro-2-((tetrahydro-1H-pyrrolizin-7a(5H)-yl)methoxy)-7-(5,6,7,8-tetrahydronaphthalen-1-yl)quinoline-3-acetonitrile